(1S,2R)-1-((3aR,4R,6S,7aS)-(methoxycarbonyl)-2-oxo-6-(p-tolylthio)hexahydro-2H-pyrano[3,4-d]oxazol-4-yl)propane-1,2,3-triyl triacetate C(C)(=O)O[C@H]([C@@H](COC(C)=O)OC(C)=O)[C@@H]1O[C@H](C[C@H]2[C@H]1N(C(O2)=O)C(=O)OC)SC2=CC=C(C=C2)C